CC1(CN(C2=C1C=NC=C2)C(C)=O)CC2CCCCC2 1-(3-methyl-3-(cyclohexylmethyl)-2,3-dihydro-1H-pyrrolo[3,2-c]pyridin-1-yl)-1-ethanone